CC(=CCC1=C(C=C(C2=C1OC(OC2=O)CC)CCCCC)O)CCC=C(C)C 8-(3,7-dimethylocta-2,6-dien-1-yl)-2-ethyl-7-hydroxy-5-pentyl-4H-benzo[d][1,3]dioxin-4-one